(E)-2,2-difluoro-4-iodo-4-(naphthalen-1-yl)-1-phenyl-3-buten-1-one FC(C(=O)C1=CC=CC=C1)(\C=C(/C1=CC=CC2=CC=CC=C12)\I)F